3-(3-Chloro-4-fluorophenyl)-1-((1-methylpiperidin-4-yl)methyl)-1-(1-(1-oxo-1,2-dihydroisoquinolin-4-yl)ethyl)urea ClC=1C=C(C=CC1F)NC(N(C(C)C1=CNC(C2=CC=CC=C12)=O)CC1CCN(CC1)C)=O